bis(2-pyridylmethyl)amine N1=C(C=CC=C1)CNCC1=NC=CC=C1